C(C)(=O)O[SiH3] Acetoxyhydridosilan